CC1=CC(OC2=CC(=CC=C12)OCC1=CC=C(C(=O)OCC(=O)NC(NCC=2OC=CC2)=O)C=C1)=O [2-(2-Furylmethylcarbamoylamino)-2-oxo-ethyl] 4-[(4-methyl-2-oxo-chromen-7-yl)oxymethyl]benzoate